1-propenyl-3-ethylimidazole bromide salt [Br-].C(=CC)N1CN(C=C1)CC